Trihexyl-(tetradecyl)-phosphonium decanoate C(CCCCCCCCC)(=O)[O-].C(CCCCC)[P+](CCCCCCCCCCCCCC)(CCCCCC)CCCCCC